N12CCCC(CC1)(C2)OC2=C(C=C(C=C2C)Cl)C2=C1C(=NN2C)C=C(S1)CN1C(C2C(C2C1=O)(C)C)=O 3-((3-(2-(1-azabicyclo[3.2.1]oct-5-yloxy)-5-chloro-3-methylphenyl)-2-methyl-2H-thieno[3,2-c]pyrazol-5-yl)methyl)-6,6-dimethyl-3-azabicyclo[3.1.0]hexane-2,4-dione